[Cu]=O.[Co].[B] boron-cobalt-copper oxide